OC1(CCN(CC12CCCC2)C(=O)OC(C)(C)C)CN2C(C=C(C(=C2)SC)C2=CC=CC=C2)=O tert-Butyl 10-hydroxy-10-((5-(methylthio)-2-oxo-4-phenylpyridin-1(2H)-yl)methyl)-7-azaspiro[4.5]decane-7-carboxylate